C1(CCC1)CNCC=1NC2=CC(=CC=C2C1)CN1C(C2=CN=CC(=C2C=C1)N1CCOCC1)=O 2-[[2-[(cyclobutylmethylamino)methyl]-1H-indol-6-yl]methyl]-5-morpholino-2,7-naphthyridin-1-one